6-(2-chlorophenyl)-2-{[3-(4-methylpiperazin-1-yl)phenyl]amino}imidazo[1,2-a]pyrimido[5,4-e]pyrimidin-5(6H)-one ClC1=C(C=CC=C1)N1C=2N(C3=C(C1=O)C=NC(=N3)NC3=CC(=CC=C3)N3CCN(CC3)C)C=CN2